C(C)(C)(C)OC(N(C)CC1=C(C2=C(N=CN2C)C(=C1)C1=CC=C(C=C1)OC(F)(F)F)C(CO)O)=O tert-butyl-N-[[4-(1,2-dihydroxyethyl)-3-methyl-7-[4-(trifluoromethoxy)phenyl]benzimidazol-5-yl]methyl]-N-methyl-carbamate